ClC=1C=CC2=C(CC(CC=3N2C(=NN3)C3CN(CC3)CC3=NC=CC=C3)OC)C1 8-Chloro-5-methoxy-1-[1-(pyridin-2-ylmethyl)pyrrolidin-3-yl]-5,6-dihydro-4H-[1,2,4]triazolo[4,3-a][1]benzazepin